C[N-]CCCCCCCCCCCCCCCCCCCCCCCCCC N-methylhexacosylamide